2,4-di-chloro-6-phenyltriazine ClN1NC(=CC(=N1)Cl)C1=CC=CC=C1